(E)-3-(6-chloro-1-(pyridin-4-yl)-1H-indol-3-yl)-2-cyanoacrylate ClC1=CC=C2C(=CN(C2=C1)C1=CC=NC=C1)/C=C(/C(=O)[O-])\C#N